p-tolylpropyldipropylammonium hydroxide [OH-].C1(=CC=C(C=C1)CCC[NH+](CCC)CCC)C